2-(6-bromo-3-ethylsulfonyl-imidazo[1,2-a]pyridin-2-yl)-3-methyl-6-(trifluoromethyl)imidazo[4,5-b]pyridine BrC=1C=CC=2N(C1)C(=C(N2)C2=NC=1C(=NC=C(C1)C(F)(F)F)N2C)S(=O)(=O)CC